5-methyl-8-(trifluoromethyl)-3H-pyridazino[4,5-b]indol-4(5H)-one CN1C2=C(C=3C=C(C=CC13)C(F)(F)F)C=NNC2=O